CN1N=CC(=C1)N1N=C2C(CCCC2=C1)=O 2-(1-methyl-1H-pyrazol-4-yl)2,4,5,6-tetrahydro-7H-indazol-7-one